trans-bithiazole S1C(=NC=C1)C=1SC=CN1